9-cyclohexyltetracyclo[6.2.1.13,6.02,7]Dodec-4-ene C1(CCCCC1)C1C2C3C4C=CC(C3C(C1)C2)C4